Potassium lauryl alcohol C(CCCCCCCCCCC)O.[K]